1,1'-bis(dibenzylphosphino)dichloroferrocene palladium [Pd].C(C1=CC=CC=C1)P([C-]1C(=C(C=C1)Cl)Cl)CC1=CC=CC=C1.[C-]1(C=CC=C1)P(CC1=CC=CC=C1)CC1=CC=CC=C1.[Fe+2]